CCC(C)(C)[O-].[Na+] Sodium tert-amylate